N-[2-(1-benzylpiperidin-4-yl)ethyl]-4-(3-chlorophenyl)piperazine-1-carboxamide C(C1=CC=CC=C1)N1CCC(CC1)CCNC(=O)N1CCN(CC1)C1=CC(=CC=C1)Cl